3-fluoro-4-[di(tert-butoxycarbonyl)amino]-2,6-dichloropyridine FC=1C(=NC(=CC1N(C(=O)OC(C)(C)C)C(=O)OC(C)(C)C)Cl)Cl